ClC=1C=CC2=C(C(=C(O2)C(=O)O)NC(C2=CC=C(C=C2)C2CCCCC2)=O)C1 5-chloro-3-(4-cyclohexylbenzamido)benzofuran-2-carboxylic acid